1-[7-chloro-6-[[4-(4-methylsulfonyl-5-morpholino-2-thienyl)-5-(trifluoromethyl)pyrimidin-2-yl]amino]-3,4-dihydro-1H-isoquinolin-2-yl]-2,2,2-trifluoro-ethanone ClC1=C(C=C2CCN(CC2=C1)C(C(F)(F)F)=O)NC1=NC=C(C(=N1)C=1SC(=C(C1)S(=O)(=O)C)N1CCOCC1)C(F)(F)F